2-hexyldecyl 8-{8-[(2-butyloctyl)oxy]-N-[3-(dimethylamino)propyl]-8-oxooctanamido}octadecenoate C(CCC)C(COC(CCCCCCC(=O)N(CCCN(C)C)C(CCCCC=CC(=O)OCC(CCCCCCCC)CCCCCC)CCCCCCCCCC)=O)CCCCCC